CN(CCCN1CN(CN(C1)CCCN(C)C)CCCN(C)C)C 1,3,5-tris(3-(dimethylamino)propyl)-hexahydro-s-triazine